1-(tert-Butoxycarbonyl)-3-(2,5-dioxo-2,5-dihydro-1H-pyrrol-1-yl)azetidine-3-carboxylic acid C(C)(C)(C)OC(=O)N1CC(C1)(C(=O)O)N1C(C=CC1=O)=O